CC(C)(C)OC(=O)N1CCN(CC1)C(C2=CC=CC=C2)C(=O)O 2-(4-Boc-piperazinyl)-2-phenylacetic acid